1-((3-benzyl-1,2,4-oxadiazol-5-yl)methyl)piperidin C(C1=CC=CC=C1)C1=NOC(=N1)CN1CCCCC1